7-methoxy-1-(4-(morpholinylmethyl)phenyl)-1,4-dihydrothiochromeno[4,3-c]pyrazole-3-carboxylic acid ethyl ester 5,5-dioxide C(C)OC(=O)C=1C2=C(N(N1)C1=CC=C(C=C1)CN1CCOCC1)C=1C=CC(=CC1S(C2)(=O)=O)OC